Cl.Cl.FC1=C(C(=O)O)C=CC(=C1)C=1C=NC=2N(N1)C(=CN2)CC=2C=C1C=CC=NC1=CC2 2-fluoro-4-[7-(quinolin-6-ylmethyl)imidazo[1,2-B][1,2,4]triazin-2-yl]benzoic acid dihydrochloride